N1(N=NN=C1)C[C@H](C)OC1=C(C#N)C=CC(=C1)C=1C=NC(=NC1)NC=1C(=NN(C1)C1CCC(CC1)N1CCOCC1)O 2-(((S)-1-(1H-tetrazol-1-yl)propan-2-yl)oxy)-4-(2-((3-hydroxy-1-((1r,4r)-4-morpholinocyclohexyl)-1H-pyrazol-4-yl)amino)pyrimidin-5-yl)benzonitrile